NCC1=CC=C(C=C1)P(CC)(CC)=O (4-(aminomethyl)phenyl)diethylphosphine oxide